C1(CC1)C(C(F)(F)F)OC1=NC=C(C=C1)B1OC(C(O1)(C)C)(C)C 2-(1-cyclopropyl-2,2,2-trifluoroethoxy)-5-(4,4,5,5-tetramethyl-1,3,2-dioxaborolan-2-yl)pyridine